Chloromethyl Pentadecanoate C(CCCCCCCCCCCCCC)(=O)OCCl